2-{3-[2-(2-{[2-(2,6-dioxopiperidin-3-yl)-1,3-dioxo-2,3-dihydro-1H-isoindol-4-yl]amino}ethoxy)ethoxy]phenyl}-N-[4-(4-acetamido-3-methylphenyl)-5-methyl-1,3-thiazol-2-yl]acetamide O=C1NC(CCC1N1C(C2=CC=CC(=C2C1=O)NCCOCCOC=1C=C(C=CC1)CC(=O)NC=1SC(=C(N1)C1=CC(=C(C=C1)NC(C)=O)C)C)=O)=O